C(C)(=O)[O-].C(CCCCCCCCCCC)[N+]1=CC(=CC=C1)C 1-Dodecyl-3-Methylpyridinium acetat